2-(4-((4-(4-methoxyphenyl)-5-oxo-4,5-dihydro-1H-1,2,4-triazol-1-yl)methyl)-2-methylphenoxy)-2-methylpropanoic acid ethyl ester C(C)OC(C(C)(C)OC1=C(C=C(C=C1)CN1N=CN(C1=O)C1=CC=C(C=C1)OC)C)=O